5-[1-(cyclobutyl-methyl)-8-methylamino-2-oxo-8-phenyl-1,3-diazaspiro[4.5]decan-3-yl]-4-methyl-pyridine-2-carbonitrile C1(CCC1)CN1C(N(CC12CCC(CC2)(C2=CC=CC=C2)NC)C=2C(=CC(=NC2)C#N)C)=O